methyl 5-[(4-anilino-5-methyl-pyrimidin-2-yl)amino]-2-bromo-3-chloro-benzoate N(C1=CC=CC=C1)C1=NC(=NC=C1C)NC=1C=C(C(=C(C(=O)OC)C1)Br)Cl